acetaldehyde nickel [Ni].C(C)=O